C1(=CC=CC=C1)C1=C(C(=NN=N1)C1=CC=CC=2C3=CC=CC=C3C3=CC=CC=C3C12)C1=C(C=CC=C1)C1=CC=CC=C1 (Phenyl)(biphenylyl)(triphenylenyl)triazine